CS(=O)(=O)C1=CC=C(C=C1)C1=CC=C(C=C1)C=O 4'-(Methylsulfonyl)-[1,1'-biphenyl]-4-carbaldehyde